2-oxoethyl-pyrrolidine-1-carboxylate O=CCOC(=O)N1CCCC1